COOC(C1=CC=CC=C1)(C1=CC=CC=C1)OC dimethoxydiphenyl-methanol